6-(4-oxo-3-phenyloxazolidin-2-yl)-N-(4-phenylbutyl)pyridineamide O=C1N(C(OC1)C1=CC=CC(=N1)C(=O)NCCCCC1=CC=CC=C1)C1=CC=CC=C1